C(C)OC=1C=CC(=C2C=CC=NC12)N[C@@H]1CN(CC1)C(=O)OC(C)(C)C tert-butyl (S)-3-((8-ethoxyquinolin-5-yl)amino)pyrrolidin-1-carboxylate